C1C(CC12CCNCC2)C(=O)N2CCC(CC2)N2N=CC(=C2)C=2C=C(C=1N(C2)N=CC1C#N)OC 6-(1-(1-(7-azaspiro[3.5]nonane-2-carbonyl)piperidin-4-yl)-1H-pyrazol-4-yl)-4-methoxypyrazolo[1,5-a]pyridine-3-carbonitrile